FC(CN1N=NC2=C1C=C(C=C2)C2=CNC=1N=C(N=C(C12)OC)N[C@@H](COC)C)F (R)-5-(1-(2,2-Difluoroethyl)-1H-benzo[d][1,2,3]triazol-6-yl)-4-methoxy-N-(1-methoxypropan-2-yl)-7H-pyrrolo[2,3-d]pyrimidin-2-amine